O1CCN(CC1)CC1OC2=C(C(NC1)=O)C=CC=N2 (morpholinomethyl)-3H-pyrido[3,2-f][1,4]oxazepin-5-one